[ethylene bis(dithiocarbamate)] zinc [Zn+2].C(CNC([S-])=S)NC([S-])=S